C(C)(C)(C)OC(=O)N1CCC(CC1)CC1=C2CCN(C2=CC=C1)C(=O)OCC1=CC=CC=C1 benzyl 4-{[1-(tert-butoxycarbonyl)piperidin-4-yl]methyl}-2,3-dihydroindole-1-carboxylate